CC1=CC=C2C(=CC=NC2=C1)N1CCN(CC1)C(=O)[C@@H]1CN(CC1)C(=O)OC(C)(C)C (S)-tert-butyl 3-(4-(7-methylquinolin-4-yl)piperazine-1-carbonyl)pyrrolidine-1-carboxylate